O=C1N(C(C2=CC=CC=C12)=O)CC(CF)NC(OC(C)(C)C)=O tert-butyl N-[1-[(1,3-dioxoisoindolin-2-yl)methyl]-2-fluoro-ethyl]carbamate